5-[1-(2-Fluoro-6-methyl-phenyl)-piperidin-4-yl]-2-(2-hydroxy-2-methyl-propyl)-7-(2-trifluoromethylbenzyl)-2,4,5,7-tetrahydro-pyrazolo[3,4-d]pyrimidin-6-one FC1=C(C(=CC=C1)C)N1CCC(CC1)N1C(N(C=2C(C1)=CN(N2)CC(C)(C)O)CC2=C(C=CC=C2)C(F)(F)F)=O